N,N-dimethyl-3-(piperazin-1-yl)propan-1-amine CN(CCCN1CCNCC1)C